6-Amino-3-((1R,4R)-4'-chloro-4-(hydroxymethyl)-1',2'-dihydrospiro[cyclohexane-1,3'-pyrrolo[2,3-b]pyridin]-5'-yl)-2-fluoro-N,N-dimethylbenzamide NC1=CC=C(C(=C1C(=O)N(C)C)F)C=1C(=C2C(=NC1)NCC21CCC(CC1)CO)Cl